1-(6-(4-Morpholinopyrimidin-2-yl)-2,6-diazaspiro[3.3]heptan-2-yl)propan-1-one O1CCN(CC1)C1=NC(=NC=C1)N1CC2(CN(C2)C(CC)=O)C1